6-(6,7-dimethoxy-3-methyl-4-oxo-3,4-dihydrophthalazin-1-yl)-3,4-dihydroisoquinoline-2(1H)-carboxylic acid tert-butyl ester C(C)(C)(C)OC(=O)N1CC2=CC=C(C=C2CC1)C1=NN(C(C2=CC(=C(C=C12)OC)OC)=O)C